OCN(C(O)=O)C1=CC=CC=C1 hydroxymethylphenylcarbamic acid